(S)-1-((6-(2-chloro-3-(3-chloro-2-(4-(((S)-3-hydroxypyrrolidin-1-yl)methyl)-3-methoxyphenyl)pyridin-4-yl)phenyl)-2-methoxypyridin-3-yl)methyl)pyrrolidin-3-ol ClC1=C(C=CC=C1C1=C(C(=NC=C1)C1=CC(=C(C=C1)CN1C[C@H](CC1)O)OC)Cl)C1=CC=C(C(=N1)OC)CN1C[C@H](CC1)O